QUINAZOLIN-4(3H)-ONE N1=CNC(C2=CC=CC=C12)=O